C(C)(C)(C)N1N=CC(=C1)[Sn](CCCC)(CCCC)CCCC 1-(tert-butyl)-4-(tributylstannyl)-1H-pyrazole